(1AS,2S,8bR)-2-amino-5,7-difluoro-1,1a,2,8b-tetrahydrobenzo[b]cycloprop[d]azepin-3(4H)-one N[C@H]1[C@@H]2[C@H](C3=C(NC1=O)C(=CC(=C3)F)F)C2